C1=C(C=CC2=CC=CC=C12)CCCCCC=1NC2=C(N1)C=CC=C2 2-[5-(2-Naphthyl)pentyl]benzimidazole